(S)-1-(2-aminopropyl)-3-(2-oxo-2-(4-(5-(trifluoromethyl)pyrimidin-2-yl)piperazin-1-yl)ethyl)imidazolin-2-one N[C@H](CN1C(N(CC1)CC(N1CCN(CC1)C1=NC=C(C=N1)C(F)(F)F)=O)=O)C